N-(3-(6-butyryl-4-methylpyridin-3-yl)-1-ethyl-2-oxo-1,2-dihydro-1,6-naphthyridin-7-yl)cyclopropanecarboxamide C(CCC)(=O)C1=CC(=C(C=N1)C=1C(N(C2=CC(=NC=C2C1)NC(=O)C1CC1)CC)=O)C